OCCCC1C2(CC3CC(CCCC1C3)C2)O hydroxypropyl-tricyclo[5.3.1.13,9]dodecanol